N[C@@H](CNC(=O)N)C(=O)O Albizzine